1-(Endo-3-((4-((4-([1,2,4]triazolo[1,5-a]pyridin-7-yloxy)-3-methylphenyl)amino)quinazolin-6-yl)oxy)-8-azabicyclo[3.2.1]oct-8-yl)prop-2-en-1-one N=1C=NN2C1C=C(C=C2)OC2=C(C=C(C=C2)NC2=NC=NC1=CC=C(C=C21)OC2CC1CCC(C2)N1C(C=C)=O)C